bis(4-t-butylphenyl)iodoTrifluoromethanesulfonic acid C(C)(C)(C)C1=CC=C(C=C1)I(OS(=O)(=O)C(F)(F)F)C1=CC=C(C=C1)C(C)(C)C